C(CC)(=O)OC1=C(C(=C(C(=C1F)F)F)F)F.[S] Sulfur Pentafluorophenyl propionate